tert-butyl ((2-chloro-6-methylpyridin-3-yl)sulfonyl)-L-prolinate ClC1=NC(=CC=C1S(=O)(=O)N1[C@@H](CCC1)C(=O)OC(C)(C)C)C